p-tertiary butyl-aniline 3-cyclopropyl-3-methylbutyl-(1-(4-(2,6-dioxopiperidin-3-yl)-3,5-difluorophenyl)azetidin-3-yl)carbamate C1(CC1)C(CCN(C(O)=O)C1CN(C1)C1=CC(=C(C(=C1)F)C1C(NC(CC1)=O)=O)F)(C)C.C(C)(C)(C)C1=CC=C(N)C=C1